4-oxo-pyrrolo[2,1-f][1,2,4]Triazine O=C1N=CNN2C1=CC=C2